5-chloro-pyridine-2-carboxylic acid (4-pyrrolidin-3-yl-phenyl)-amide N1CC(CC1)C1=CC=C(C=C1)NC(=O)C1=NC=C(C=C1)Cl